(S)-(2-cyclopropyl-8-oxo-6,7,8,9-tetrahydrooxazolo[5',4':4,5]Benzo[1,2-b][1,4]Oxazepin-7-yl)carbamic acid tert-butyl ester C(C)(C)(C)OC(N[C@@H]1C(NC2=C(OC1)C=C1C(=C2)OC(=N1)C1CC1)=O)=O